C(#N)C1=C(C=C(C(=O)O)C=C1)OCC 4-cyano-3-ethoxy-benzoic acid